3-(5-Methoxythiophene-2-yl)-N-(4-(3-morpholinylpropoxy)phenyl)-1H-pyrazol-5-amine COC1=CC=C(S1)C1=NNC(=C1)NC1=CC=C(C=C1)OCCCN1CCOCC1